6-(2,6-difluorophenyl)-4-((4-((tetrahydro-2H-thiopyran-4-yl)oxy)phenyl)amino)pyridazine-3-carboxamide FC1=C(C(=CC=C1)F)C1=CC(=C(N=N1)C(=O)N)NC1=CC=C(C=C1)OC1CCSCC1